6-[3-[(1S)-1-aminoethyl]pyrazin-2-yl]pyridine-3-carbonitrile N[C@@H](C)C=1C(=NC=CN1)C1=CC=C(C=N1)C#N